C(C)C12CC3(C(C(CC(C1)(C3)CC)C2)CC)OC(C=C)=O acrylic acid 3,5,8-triethyl-1-adamantyl ester